The molecule is a 17-membered homodetic cyclic peptide comprising the sequence -Arg-Thr-Pro-Glu-Asp-Pro-Val-Val-His-Phe-Phe-Phe-Asp-Ile-Val-Thr-Pro-. Cyclic analogue with head-to-tail cyclisation of the myelin basic protein 83-99 (MBP83-99) immunodominant epitope with the lysyl residue at position 91 replaced by phenylalanyl [MBP83-99(F(91))]. CCC(C)[C@H]1C(=O)N[C@H](C(=O)N[C@H](C(=O)N2CCC[C@H]2C(=O)N[C@H](C(=O)N[C@H](C(=O)N3CCC[C@H]3C(=O)N[C@H](C(=O)N[C@H](C(=O)N4CCC[C@H]4C(=O)N[C@H](C(=O)N[C@H](C(=O)N[C@H](C(=O)N[C@H](C(=O)N[C@H](C(=O)N[C@H](C(=O)N[C@H](C(=O)N1)CC(=O)N)CC5=CC=CC=C5)CC6=CC=CC=C6)CC7=CC=CC=C7)CC8=CNC=N8)C(C)C)C(C)C)CC(=O)N)CCC(=O)N)C(C)O)CCCNC(=N)N)C(C)O)C(C)C